C(#N)C=1C=CC(=C2C=CC=NC12)N1C[C@]2(C[C@]2(C1)C(F)(F)F)C(=O)NC1CCN(CC1)C1COC1 (1R,5S)-3-(8-cyanoquinolin-5-yl)-N-(1-(oxetan-3-yl)piperidin-4-yl)-5-(trifluoromethyl)-3-azabicyclo[3.1.0]hexane-1-carboxamide